2H-furo[2',3':7,8]naphth[1,2-d]imidazole N=1CN=C2C1C1=C3C(=CC=C1C=C2)OC=C3